BrC=1C=C2C(NC(NC2=CC1)=O)=O 6-bromo-1H-quinazoline-2,4-dione